(5-bromo-2-butylbenzofuran-3-yl)(4-(3-(dibutylamino)propoxy)phenyl)methanone BrC=1C=CC2=C(C(=C(O2)CCCC)C(=O)C2=CC=C(C=C2)OCCCN(CCCC)CCCC)C1